CN1CCN(CC1)C1=CC=CC=2N(C=NC21)C(=O)NCC#CCC 4-(4-Methylpiperazin-1-yl)-N-(pent-2-yn-1-yl)-1H-benzo[d]imidazole-1-carboxamide